2-(2-(cyclopropanesulfonamido)pyrimidin-4-yl)-N-(5-(6-ethoxypyrazin-2-yl)-3-fluoropyridin-2-yl)butanamide C1(CC1)S(=O)(=O)NC1=NC=CC(=N1)C(C(=O)NC1=NC=C(C=C1F)C1=NC(=CN=C1)OCC)CC